6-sulfo-2-naphthyl-3,5-dicarboxymethoxybenzene S(=O)(=O)(O)C=1C=C2C=CC(=CC2=CC1)C1=CC(=CC(=C1)OCC(=O)O)OCC(=O)O